(R)-3-(furan-2-yl)-3-hydroxy-N,N-dimethylpropionamide O1C(=CC=C1)[C@@H](CC(=O)N(C)C)O